ClC1=NC=CC2=C1OC(=N2)CC=2N=C1N(C=C(C=C1N1C(N(C(C1)=O)C)=O)C1CC1)C2 1-(2-((4-chlorooxazolo[5,4-c]pyridin-2-yl)methyl)-6-cyclopropylimidazo[1,2-a]pyridin-8-yl)-3-methylimidazolidine-2,4-dione